N(N)C1=NC2=CC=CC=C2C(N1COCC[Si](C)(C)C)=O 2-hydrazino-3-((2-(trimethylsilanyl)ethoxy)methyl)quinazolin-4(3H)-one